C(C)(C)(C)OC(NCC=1SC2=C(N1)C=CC(=C2)OCCCO)=O N-[[6-(3-hydroxypropoxy)-1,3-benzothiazol-2-yl]methyl]carbamic acid tert-butyl ester